C(=O)C1CCC(CC1)N1N=C2C=C(C(=CC2=C1)N1C(C=CC=C1C(F)(F)F)C(=O)N)C(C)(C)O 1-N-[2-(4-formylcyclohexyl)-6-(1-hydroxy-1-methyl-ethyl)indazol-5-yl]-6-(trifluoromethyl)pyridine-2-carboxamide